The molecule is this compound belongs to the class of organic compounds known as o-glycosyl compounds. These are glycoside in which a sugar group is bonded through one carbon to another group via a O-glycosidic bond. It is a glycoside and a member of indoles. C1=CC=C2C(=C1)C(=CN2)OC3C(C(C(C(O3)CO)O)O)O